CC1(OB(OC1(C)C)C1=CC=2C3(C4=CC=C(C=C4C2C=C1)C1=CC=C(C#N)C=C1)CCCC3)C 4-(2'-(4,4,5,5-tetramethyl-1,3,2-dioxaborolan-2-yl)spiro[cyclopentane-1,9'-fluoren]-6'-yl)benzonitrile